S1S[C@@H](CC1)CCCCC(=O)OC(CO)COC(\C=C\C1=CC(=C(C=C1)O)OC)=O 1-Hydroxy-3-(((E)-3-(4-hydroxy-3-methoxyphenyl)acryloyl)oxy)propan-2-yl 5-((R)-1,2-dithiolan-3-yl)pentanoate